thioacetyl ketone C(C)(=S)C(=O)C(C)=S